6-(1-((1-methylcyclopropyl(4-fluorophenyl)methyl)-1H-pyrazol-4-yl)-3-fluoropyridin-2-yl)-[1,2,4]triazolo[1,5-a]pyridin-2-amine CC1(CC1)C(C1=CC=C(C=C1)F)N1N=CC(=C1)N1C(C(=CC=C1)F)C=1C=CC=2N(C1)N=C(N2)N